C1=CC=CC=2C3=CC=CC=C3C(C12)COC(=O)N1[C@@H](C[C@H](C1)C(F)(F)F)C(=O)O (2S,4R)-1-(9H-fluoren-9-ylmethoxycarbonyl)-4-(trifluoromethyl)pyrrolidine-2-carboxylic acid